NC=1C(=NC=C(C1)Br)OCCN(C(OC(C)(C)C)=O)C(C)C tert-butyl (2-((3-amino-5-bromopyridin-2-yl)oxy)ethyl)(isopropyl)carbamate